(R)-N-((5-cyclohexylpyridin-2-yl)methyl)-N-(2-fluoro-4-(methoxycarbamoyl)phenyl)-1-((perfluorophenyl)sulfonyl)azetidine-2-carboxamide C1(CCCCC1)C=1C=CC(=NC1)CN(C(=O)[C@@H]1N(CC1)S(=O)(=O)C1=C(C(=C(C(=C1F)F)F)F)F)C1=C(C=C(C=C1)C(NOC)=O)F